The molecule is a benzenedicarboxylic acid carrying carboxy groups at positions 1 and 4. One of three possible isomers of benzenedicarboxylic acid, the others being phthalic and isophthalic acids. It is a conjugate acid of a terephthalate(1-). C1=CC(=CC=C1C(=O)O)C(=O)O